BrC1=C(N=C2N1C=CC(=C2)OC(C)C2CC2)C21COC(C2)(C1)C bromo-7-(1-cyclopropylethoxy)-2-(1-methyl-2-oxabicyclo[2.1.1]hex-4-yl)imidazo[1,2-a]pyridine